Cbz-D-2,3-diaminopropionic acid C1=CC=C(C=C1)COC(=O)NCC(C(=O)O)N